NC=1N=CSC1C(C1=CC=C(C=C1)OCC1=CC=CC=C1)=O 4-amino-5-(4-benzyloxybenzoyl)thiazol